BrCC1=C(C(=O)OC)C=C(C=C1)OC(F)(F)F methyl 2-(bromomethyl)-5-(trifluoromethoxy)-benzoate